CC(CC(=O)N1[C@H]2COC[C@@H]1CN(C2)C2=CC=C(C=N2)C=2C=1N(C=C(N2)C=2C=NN(C2)C2CCC(CC2)=O)N=CC1C#N)(C)C 4-(6-((1R,5S)-9-(3,3-dimethylbutanoyl)-3-oxa-7,9-diazabicyclo[3.3.1]nonan-7-yl)pyridin-3-yl)-6-(1-(4-oxocyclohexyl)-1H-pyrazol-4-yl)pyrazolo[1,5-a]pyrazine-3-carbonitrile